C(C)(C)(C)N(C(O)=O)[C@H]1C[C@H](CCC1)C(NC1=NC=C(C(=C1)C1=C2N(N=C1)CC(C2)C)Cl)=O.C2(=CC=CC1=CC=CC=C21)B(O)O 1-NaphthaleneBoronic Acid tert-butyl-((1R,3S)-3-((5-chloro-4-(5-methyl-5,6-dihydro-4H-pyrrolo[1,2-b]pyrazol-3-yl)pyridin-2-yl)carbamoyl)cyclohexyl)carbamate